C12(CC3CC(CC(C1)C3)C2)C(C(=O)N)OC2=NC(=NC(=C2F)OC(C)C)SC (ADAMANTAN-1-YL)-2-((5-FLUORO-6-ISOPROPOXY-2-(METHYLTHIO)PYRIMIDIN-4-YL)OXY)ACETAMIDE